[8-(1-octylnonoxy)-8-oxo-octyl] (2S,4S)-4-[3-(azetidin-1-yl)propanoyloxy]-1-[7,7-dimethyl-8-oxo-8-(4-pentylnonoxy)octyl]pyrrolidine-2-carboxylate N1(CCC1)CCC(=O)O[C@H]1C[C@H](N(C1)CCCCCCC(C(OCCCC(CCCCC)CCCCC)=O)(C)C)C(=O)OCCCCCCCC(=O)OC(CCCCCCCC)CCCCCCCC